ClC=1C=CC=2C(=C3N(C2C1C=1C(=NN(C1C)C)C)C(CNC3=O)C)CCCOCC3CC3 7-chloro-10-(3-(cyclopropylmethoxy)propyl)-4-methyl-1-oxo-6-(1,3,5-trimethyl-1H-pyrazol-4-yl)-3,4-dihydropyrazino[1,2-a]indol